(2R,3S,4S,5R)-N-(6-((S)-1,2-dihydroxyethyl)pyridin-3-yl)-3-(4-fluoro-2-methoxy-3-methylphenyl)-4,5-dimethyl-5-(trifluoromethyl)tetrahydrofuran-2-carboxamide O[C@H](CO)C1=CC=C(C=N1)NC(=O)[C@@H]1O[C@]([C@H]([C@H]1C1=C(C(=C(C=C1)F)C)OC)C)(C(F)(F)F)C